ClC=1C=C(C=C(C1)Cl)C=1OC2=C(N1)C=CC(=C2)C(=O)N[C@H]2[C@H](CCCC2)O 2-(3,5-dichlorophenyl)-N-((cis)-2-hydroxycyclohexyl)benzo-[d]oxazole-6-carboxamide